O1C[C@H](CC1)COC1=NC=CC2=CC(=CC=C12)NC(OC(C)(C)C)=O Tert-butyl (S)-(1-((tetrahydrofuran-3-yl)methoxy)isoquinolin-6-yl)carbamate